(1-(tert-butoxycarbonyl)-5-((tert-butoxycarbonyl)amino)-1H-indol-2-yl)boronic acid C(C)(C)(C)OC(=O)N1C(=CC2=CC(=CC=C12)NC(=O)OC(C)(C)C)B(O)O